IC12CC(C1)(C2)S(=O)(=O)C2=CC=C(C=C2)[N+](=O)[O-] iodo-3-((4-nitrophenyl)sulfonyl)bicyclo[1.1.1]pentane